[N-[4-amino-5-[4-(difluoromethoxy)benzoyl]thiazol-2-yl]-4-(difluoromethoxy)-3-fluoro-anilino]propanamide NC=1N=C(SC1C(C1=CC=C(C=C1)OC(F)F)=O)N(C1=CC(=C(C=C1)OC(F)F)F)C(C(=O)N)C